BrC1=CC2C(N=C(S2)C)C(=C1)F 6-bromo-4-fluoro-2-methyl-3a,7a-dihydro-1,3-benzothiazole